ClC=1C=C2C=C(NC2=CC1)C(=O)NC(C(=O)N1CCC(CC1)(C)O)CC=1SC(=CC1)C 5-chloro-N-(1-(4-hydroxy-4-methylpiperidin-1-yl)-3-(5-methylthiophen-2-yl)-1-oxopropan-2-yl)-1H-indole-2-carboxamide